[O-2].[Zn+2].[Cu+2].[O-2] Copper-Zinc Oxide